m-propyl-styrene tert-butyl-4-[2-chloro-6-(3-hydroxypyrrolidin-1-yl)pyrimidin-4-yl]piperazine-1-carboxylate C(C)(C)(C)OC(=O)N1CCN(CC1)C1=NC(=NC(=C1)N1CC(CC1)O)Cl.C(CC)C=1C=C(C=C)C=CC1